2-(1-(7-fluoro-6-quinolinyl)ethyl)isoindole-1,3-dione FC1=C(C=C2C=CC=NC2=C1)C(C)N1C(C2=CC=CC=C2C1=O)=O